(7-(benzyloxy)-4-chloroquinolin-3-yl)(4-fluoro-2,6-dimethylphenyl)methanone C(C1=CC=CC=C1)OC1=CC=C2C(=C(C=NC2=C1)C(=O)C1=C(C=C(C=C1C)F)C)Cl